2-bromo-1-(2-bromopyridin-4-yl)ethan-1-one BrCC(=O)C1=CC(=NC=C1)Br